(+)-(4aR,8aS)-6-(4-((4-(tert-Butyl)oxazol-2-yl)methyl)piperidine-1-carbonyl)hexahydro-2H-pyrido[4,3-b][1,4]oxazin-3(4H)-one C(C)(C)(C)C=1N=C(OC1)CC1CCN(CC1)C(=O)N1C[C@@H]2[C@@H](OCC(N2)=O)CC1